(2R,5S)-4-(6-cyano-7-cyclohexyl-1-(2-isopropyl-4-methylpyridin-3-yl)-2-oxo-1,2-Dihydropyrido[2,3-d]pyrimidin-4-yl)-2,5-dimethylpiperazine-1-carboxylate C(#N)C1=CC2=C(N(C(N=C2N2C[C@H](N(C[C@@H]2C)C(=O)[O-])C)=O)C=2C(=NC=CC2C)C(C)C)N=C1C1CCCCC1